NC1S(C=CC1)(=O)=O amino-2,3-dihydrothiophene 1,1-dioxide